2-methyl-5-(6-methylpyridin-3-yl)-1,3-thiazole-4-carboxylic acid CC=1SC(=C(N1)C(=O)O)C=1C=NC(=CC1)C